ammonium di(2-butoxyethyl) thiophosphate P(=S)(OCCOCCCC)(OCCOCCCC)[O-].[NH4+]